C12CNCC(CCC1)N2 3-aza-9-azabicyclo[3.3.1]Nonane